5-methyl-1,3,4-thiadiazole-2-carboxylic acid ethyl ester C(C)OC(=O)C=1SC(=NN1)C